4-(2-fluoro-6-methoxyphenyl)-N-(5-((4-fluorobicyclo(2.2.2)octan-1-yl)methoxy)-1,3,4-thiadiazol-2-yl)-6-methylnicotinamide FC1=C(C(=CC=C1)OC)C1=CC(=NC=C1C(=O)NC=1SC(=NN1)OCC12CCC(CC1)(CC2)F)C